NC1CCN(CC1)C=1C=C(C=CC1C(F)(F)F)C1=NN=CO1 5-[3-(4-aminopiperidin-1-yl)-4-(trifluoromethyl)phenyl]-1,3,4-oxadiazol